ClC=1C=C(C(=C(C1)C1NCCOC1)C1CCOCC1)OC 3-(5-chloro-3-methoxy-2-(tetrahydro-2H-pyran-4-yl)phenyl)morpholine